C(C(O)CO)C(C(=O)O)CCCCCCCCCC.C(C(O)CO)OC(CCCCCCCCCCC)=O.C1(CCCC1)P(C(C)C)C(C)C cyclopentyl-diisopropylphosphine glyceryl-laurate (Glyceryl-laurate)